benzyl 4-(4-nitro-3-(2-(tosyloxy)ethyl)phenyl)piperazine-1-carboxylate [N+](=O)([O-])C1=C(C=C(C=C1)N1CCN(CC1)C(=O)OCC1=CC=CC=C1)CCOS(=O)(=O)C1=CC=C(C)C=C1